C(C1=CC=CC=C1)OC(=O)N1CC2=CC(=C(C=C2CC1)C=1N(C(=C(C1)C(N(C1=C(N(C(=C1)C#N)C(F)F)C)C1=CC=C(C=C1)OCC1=CC=CC=C1)=O)C)C)C(=O)O 2-benzyloxycarbonyl-6-[4-[(4-benzyloxyphenyl)-[5-cyano-1-(difluoromethyl)-2-methyl-pyrrol-3-yl]carbamoyl]-1,5-dimethyl-pyrrol-2-yl]-3,4-dihydro-1H-isoquinoline-7-carboxylic acid